ClCC1=C(C=CC(=C1)[N+](=O)[O-])F 2-(Chloromethyl)-1-fluoro-4-nitrobenzene